7-bromo-4-(bromomethyl)-5-fluorobenzofuran BrC1=CC(=C(C=2C=COC21)CBr)F